4-benzyl-2-(7,8-difluoro-3-quinolyl)-6-(iodomethyl)-5,6-dihydro-4H-1,3-oxazine C(C1=CC=CC=C1)C1N=C(OC(C1)CI)C=1C=NC2=C(C(=CC=C2C1)F)F